C(C)(C)(C)OC(=O)N1[C@@H](C[C@@H]([C@@H](C1)CC)O)C (2R,4S,5R)-5-ethyl-4-hydroxy-2-methylpiperidine-1-carboxylic acid tert-butyl ester